(R)-(3-Fluoropyrrolidin-3-yl)methyl (7-fluoro-6-(8-methyl-2,3-dihydro-1H-pyrido[2,3-b][1,4]oxazin-7-yl)isoquinolin-3-yl)carbamate FC1=C(C=C2C=C(N=CC2=C1)NC(OC[C@@]1(CNCC1)F)=O)C1=C(C2=C(OCCN2)N=C1)C